Dibenzo[c,pqr]tetraphen-7,14-dion C1=CC=CC2=C1C(C1=C3C4=C(C5=CC=CC=C5C(C4=CC=C23)=O)C=C1)=O